tert-butyl (2S,4R)-2-((4H-1,2,4-triazol-4-yl)methyl)-4-(5-(3-cyanophenyl)oxazole-2-carboxamido)pyrrolidine-1-carboxylate N=1N=CN(C1)C[C@H]1N(C[C@@H](C1)NC(=O)C=1OC(=CN1)C1=CC(=CC=C1)C#N)C(=O)OC(C)(C)C